3-((6,6-difluoro-1-(2-methoxyphenyl)-3-azabicyclo[3.1.0]hex-3-yl)carbonyl)-1,5,7-trimethyl-1,5-dihydro-4H-pyrrolo[3,2-c]pyridin-4-one FC1(C2CN(CC12C1=C(C=CC=C1)OC)C(=O)C1=CN(C2=C1C(N(C=C2C)C)=O)C)F